FC1=CC=C(C=C1)C1=CC(=C(C=C1)NC(OC(C)(C)C)=O)NC(C1=CC=C(C=C1)S(=O)(=N)C=1C=NC(=CC1)COCCOC)=O tert-butyl N-[4-(4-fluorophenyl)-2-[[4-[[6-(2-methoxyethoxymethyl)-3-pyridyl]sulfonimidoyl]benzoyl]amino]phenyl]carbamate